F[C@@H]1C[C@H](N(C1)C(CN1C(CN(CC1)CC(F)(F)F)=O)=O)C(=O)N[C@@H](C1=CC=CC=C1)C1=CC(=C(C=C1)C1(CC1)C)F (2S,4R)-4-fluoro-N-[(S)-[3-fluoro-4-(1-methylcyclopropyl)phenyl](phenyl)methyl]-1-{2-[2-oxo-4-(2,2,2-trifluoroethyl)piperazin-1-yl]acetyl}pyrrolidine-2-carboxamide